C1CNCCC12CCC(CC2)CN2CCN(CC2)C(=O)OCC2C1=CC=CC=C1C=1C=CC=CC21 (9H-fluoren-9-yl)methyl 4-((3-Azaspiro[5.5]undecan-9-yl)methyl)piperazine-1-carboxylate